CN(C(C)=O)CC1=CC=C2C(=CNC(C2=C1)=O)C1=C(C=CC=C1)C N-methyl-N-((1-oxo-4-(o-tolyl)-1,2-dihydroisoquinolin-7-yl)methyl)acetamide